(E)-3-[4-[[1-[2-(2,4-Difluorophenyl)-2-hydroxy-3-(1,2,4-triazol-1-yl)propyl]triazol-4-yl]methoxy]phenyl]-1-[4-(4-pentylpiperazin-1-yl)phenyl]prop-2-en-1-one FC1=C(C=CC(=C1)F)C(CN1N=NC(=C1)COC1=CC=C(C=C1)/C=C/C(=O)C1=CC=C(C=C1)N1CCN(CC1)CCCCC)(CN1N=CN=C1)O